C(C)(C)SC1=CC=C(C=C1)CC(=O)O 2-(4-(isopropylthio)phenyl)acetic acid